O1[C@H](CCC1)C1=NC2=C(N1)C=C(C=C2C(=O)NCC2=C(C=CC=C2)C(F)(F)F)NC(=O)C2=C(C=CC=C2)C(F)(F)F 2-[(2R)-tetrahydrofuran-2-yl]-N-[2-(trifluoromethyl)benzyl]-6-({[2-(trifluoromethyl)phenyl]carbonyl}amino)-1H-benzoimidazole-4-carboxamide